C(C)(C)(C)OC(=O)NC1=C(C=CC=C1)NC(=O)C1=CC=C(C=C1)NC(COCCCCCCCCCOCC(=O)OCC1=CC=CC=C1)=O Benzyl 2-((9-(2-((4-((2-((tert-butoxycarbonyl)amino)phenyl)carbamoyl)phenyl)amino)-2-oxoethoxy)nonyl)oxy)acetate